OCCCCCCCCCCCCCCCCCCCCCCC Hydroxytricosan